((trimethylsilyl)oxy)oxetane-3-carbonitrile C[Si](OC1OCC1C#N)(C)C